BrC=1N=CC(=NC1C)C(C)(C)N 2-(5-bromo-6-methylpyrazin-2-yl)propan-2-amine